ethyl 4-oxo-1,8-naphthyridine-3-carboxylate O=C1C(C=NC2=NC=CC=C12)C(=O)OCC